C1(CCC1)CN[C@H]1CN(CCC1)C1=CC=C(C=C1)CNC(=O)C=1N=C2N(C(C1)=O)C=CC=C2 N-[[4-[(3R)-3-(cyclobutylmethylamino)-1-piperidyl]phenyl]methyl]-4-oxo-pyrido[1,2-a]pyrimidine-2-carboxamide